racemic-N-(benzenesulfonyl)-2-(2,2-dimethyl-4-trimethylsilyl-pyrrolidin-1-yl)-6-[3-[2-[1-(trifluoromethyl)cyclopropyl]ethoxy]pyrazol-1-yl]pyridine-3-carboxamide C1(=CC=CC=C1)S(=O)(=O)NC(=O)C=1C(=NC(=CC1)N1N=C(C=C1)OCCC1(CC1)C(F)(F)F)N1C(C[C@H](C1)[Si](C)(C)C)(C)C |r|